N-(3,4-bis(1,3-dioxolan-2-yl)phenethyl)-4-((2,5-dioxo-2,5-dihydro-1H-pyrrol-1-yl)methyl)cyclohexane-1-carboxamide O1C(OCC1)C=1C=C(CCNC(=O)C2CCC(CC2)CN2C(C=CC2=O)=O)C=CC1C1OCCO1